tricyclo[5.2.1.02,6]Decanedimethanol oxalate C(C(=O)O)(=O)O.C12(C3(CCCC3C(CC1)C2)CO)CO